(S)-7-methoxy-4-(3-methoxy-5-((tetrahydrofuran-3-yl)oxy)phenoxy)quinoline-6-carboxamide COC1=C(C=C2C(=CC=NC2=C1)OC1=CC(=CC(=C1)O[C@@H]1COCC1)OC)C(=O)N